Iminosulfone N=S(=O)=O